(4-(4-(4-cyclopropylpiperazin-1-yl)-4-oxobutyl)-1-phenyl-1H-imidazol-2-yl)-3-(1-methyl-1H-pyrazol-4-yl)benzamide C1(CC1)N1CCN(CC1)C(CCCC=1N=C(N(C1)C1=CC=CC=C1)C1=C(C(=O)N)C=CC=C1C=1C=NN(C1)C)=O